ClC1=C(C=CC=C1Cl)C=1N(C(=CC1C(=O)N)C1=C2C(=NC=C1)NC=C2)COCC[Si](C)(C)C 2-(2,3-dichlorophenyl)-5-(1H-pyrrolo[2,3-b]pyridin-4-yl)-1-{[2-(trimethylsilyl)ethoxy]methyl}-1H-pyrrole-3-carboxamide